(2-amino-3-(3-((6-(furan-3-ylmethoxy)pyridin-3-yl)methyl)isoxazol-5-yl)pyridin-1-ium-1-yl)methyl hydrogen phosphate P(=O)(OC[N+]1=C(C(=CC=C1)C1=CC(=NO1)CC=1C=NC(=CC1)OCC1=COC=C1)N)(O)[O-]